spiro[pyrrolidine-3,2'-quinoxaline]-1-carboxylate N1C2(C=NC3=CC=CC=C13)CN(CC2)C(=O)[O-]